1-neopentyl-piperidine-2,4-dione C(C(C)(C)C)N1C(CC(CC1)=O)=O